6-fluoro-4-(3-(6-fluoro-4-methylpyridin-3-yl)-7,8-dihydro-1,6-naphthyridin-6(5H)-yl)quinazoline FC=1C=C2C(=NC=NC2=CC1)N1CC=2C=C(C=NC2CC1)C=1C=NC(=CC1C)F